C(CCCCC)(C=1OCCN1)C=1OCCN1 hexylidenebis(2-oxazoline)